2-((1-(2-fluoro-4-(1H-pyrazol-4-yl)phenyl)piperidin-4-yl)methyl)hexahydrocyclopenta[c]pyrrol-1(2H)-one FC1=C(C=CC(=C1)C=1C=NNC1)N1CCC(CC1)CN1C(C2C(C1)CCC2)=O